CC=1N(C=CN1)C(=O)OC1=NN(C=N1)C (1-methyl-1H-1,2,4-triazol-3-yl) methyl-1H-imidazole-1-carboxylate